CC(C)C1=CC=C(C=C1)NC(=O)N1[C@H](CCC1)C(=O)NC1=CC=C(C=C1)C1=CC=C(C=C1)C(=O)O 4'-[(1-{[4-(propan-2-yl)phenyl]carbamoyl}-D-prolyl)amino][1,1'-biphenyl]-4-carboxylic acid